N(=C=S)[C@H]1CN(CCC1)C(=O)OC(C)(C)C tert-butyl (3R)-3-isothiocyanatopiperidine-1-carboxylate